3-Azido-3-deoxy-D-glucopyranose N(=[N+]=[N-])[C@@H]1[C@H](C(O)O[C@@H]([C@H]1O)CO)O